C(#N)C1=CC(=C(C=C1)C1C(=C(NC2=C(C=NC(=C12)OCC1CCC1)C)C)C(=O)OCC1=CC=CC=C1)OC benzyl 4-(4-cyano-2-methoxyphenyl)-5-(cyclobutylmethoxy)-2,8-dimethyl-1,4-dihydro-1,6-naphthyridine-3-carboxylate